1-[(4-fluorophenyl)methyl]-4-hydroxy-N-((1s,4S)-4-methylcyclohexyl)-2-oxo-1,8-naphthyridine-3-carboxamide FC1=CC=C(C=C1)CN1C(C(=C(C2=CC=CN=C12)O)C(=O)NC1CCC(CC1)C)=O